2-methyl-ethyl-2-ethyl-pyrazin CCCC=1C(=NC=CN1)CC